((2S,5R)-4-acryloyl-2,5-dimethylpiperazin-1-yl)-7-cyclohexyl-1-(2-isopropyl-4-methylpyridin-3-yl)-2-oxo-1,2-dihydropyrido[2,3-d]pyrimidine-6-carbonitrile C(C=C)(=O)N1C[C@@H](N(C[C@H]1C)C=1C2=C(N(C(N1)=O)C=1C(=NC=CC1C)C(C)C)N=C(C(=C2)C#N)C2CCCCC2)C